(1R,2S)-1-tert-butoxycarbonylamino-2-(2-chloroethyl)cyclopropanecarboxylic acid methyl ester COC(=O)[C@@]1([C@@H](C1)CCCl)NC(=O)OC(C)(C)C